5-Bromo-N-(4,5-dihydro-1H-imidazol-2-yl)quinoxalin-6-amine BrC1=C2N=CC=NC2=CC=C1NC=1NCCN1